2-fluoro-N,N-dimethyl-1-[(3,4,5-trimethoxyphenyl)methyl]pyridin-1-ium-4-amine bromide [Br-].FC1=[N+](C=CC(=C1)N(C)C)CC1=CC(=C(C(=C1)OC)OC)OC